methyl 2-amino-6-(4-tert-butylphenyl)-5-iodo-4-methyl-pyridine-3-carboxylate NC1=NC(=C(C(=C1C(=O)OC)C)I)C1=CC=C(C=C1)C(C)(C)C